FC12CC(C1)(C2)CCCCCCCCCC(=O)O 10-[3-fluoro-bicyclo[1.1.1]pent-1-yl]decanoic acid